1,2,13-tridecanetriol C(C(CCCCCCCCCCCO)O)O